N-ethyl-4-(1-methyl-4-(4-methyl-4H-1,2,4-triazol-3-yl)-1H-pyrazol-5-yl)pyridin-2-amine C(C)NC1=NC=CC(=C1)C1=C(C=NN1C)C1=NN=CN1C